CN(S(=O)(=O)C1=CC=C(C=C1)S(=O)(=O)NC1=C(C(=CC=C1)F)N1CCC2(CCN2C(=O)OC(C)(C)C)CC1)C tert-butyl 7-{2-[4-(dimethylsulfamoyl)benzenesulfonamido]-6-fluorophenyl}-1,7-diazaspiro[3.5]nonane-1-carboxylate